ClC=1C=C2CCNC(C2=C(C1)Cl)C 6,8-dichloro-1-methyl-1,2,3,4-tetrahydroisoquinoline